ethyl 3-diethylamino-α-cyanocinnamate C(C)N(C=1C=C(C=C(C(=O)OCC)C#N)C=CC1)CC